2-bromoethoxy-tert-butyldimethylsilane BrCCO[Si](C)(C)C(C)(C)C